(S)-2-((R)-isochroman-1-yl)azetidine [C@H]1(OCCC2=CC=CC=C12)[C@H]1NCC1